OC1CCC2(CC2)CC1 6-hydroxyspiro[2.5]octan